ClC1=CC(=C(C(=O)NC=2C=[N+](C=CC2)[O-])C=C1Cl)OC1=CC=C(C=C1)C=C(F)F 3-(4,5-dichloro-2-(4-(2,2-difluorovinyl)phenoxy)benzamido)pyridine 1-oxide